C1(=CC=CC=C1)N1C(=NC2=C1C=CC=C2)C2=C(C#N)C(=C(C(=C2N2C1=C(C3=CC=CC=C23)C=CN=C1)N1C2=C(C3=CC=CC=C13)C=CN=C2)N2C1=C(C3=CC=CC=C23)C=CN=C1)N1C2=C(C3=CC=CC=C13)C=CN=C2 2-(1-phenyl-1H-benzo[d]imidazol-2-yl)-3,4,5,6-tetrakis(9H-pyrido[3,4-b]indol-9-yl)benzonitrile